bis(4-t-amylphenyl)-2,4-di-t-amylphenyl phosphite P(OC1=C(C(=C(C(=C1)C1=CC=C(C=C1)C(C)(C)CC)C(C)(C)CC)C1=CC=C(C=C1)C(C)(C)CC)C(C)(C)CC)([O-])[O-]